FC(COC1=C(C=CC=C1)C(C)NC1=NC=2N(C=C1)N=CC2C=2C=NN(C2)C)F N-(1-(2-(2,2-difluoroethoxy)phenyl)ethyl)-3-(1-methyl-1H-pyrazol-4-yl)pyrazolo[1,5-a]pyrimidin-5-amine